S1C=NC2=C1C(=CC=C2)C2=C(C=C1C(=NC=NC1=C2F)NC(=O)NC=2N=C(SC2)C#C)Cl 1-(7-(benzo[d]thiazol-7-yl)-6-chloro-8-fluoroquinazolin-4-yl)-3-(2-ethynyl-thiazol-4-yl)urea